FC=1C=C(OC2=CC3=C(N(C=N3)C)C=C2)C=CC1[N+](=O)[O-] 5-(3-fluoro-4-nitrophenoxy)-1-methyl-1,3-benzodiazole